C(CCCCCCC\C=C/CCCCCCCC)(=O)[O-].C(CCCCCCC\C=C/CCCCCCCC)(=O)[O-].[Mg+2].C1(=CC=C(C=C1)C1=C(C=CC=C1)B(Br)Br)C1=CC=CC=C1 [1,1'-biphenyl]-4-yl-dibromophenylborane Magnesium dioleate